NCC1CCC(CC1)N[C@@H]1C[C@H](CC1)NC1=NC=C(C(=N1)C1=CNC2=C(C(=CC=C12)C(=O)O)P(=O)(C)C)C(F)(F)F 3-(2-(((1S,3S)-3-((4-(aminomethyl)cyclohexyl)amino)cyclopentyl)amino)-5-(trifluoromethyl)pyrimidin-4-yl)-7-(dimethylphosphoryl)-1H-indole-6-carboxylic acid